2-(4-fluoro-2-methylphenoxy)-N-(3-sulfamylphenyl)-4,6-bis(trifluoromethyl)benzamide FC1=CC(=C(OC2=C(C(=O)NC3=CC(=CC=C3)S(N)(=O)=O)C(=CC(=C2)C(F)(F)F)C(F)(F)F)C=C1)C